2-({4-[6-(dimethylamino)pyrimidine-4-carbonyl]piperazin-1-yl}methyl)-1-{[(2S)-oxetan-2-yl]methyl}-1H-1,3-benzodiazole-6-carboxylic acid CN(C1=CC(=NC=N1)C(=O)N1CCN(CC1)CC1=NC2=C(N1C[C@H]1OCC1)C=C(C=C2)C(=O)O)C